N=1C(N=C2C=NC=CC21)=O 2H-imidazo[4,5-c]pyridin-2-one